C(C=C)(=O)N1CC(CC1)C=1N=C(N2C(=NC=CC21)N)C2=C(C=C(OC=1C=C(C(=O)O)C=CN1)C=C2)F 2-(4-(1-(1-acryloylpyrrolidin-3-yl)-5-aminoimidazo[1,5-c]pyrimidin-3-yl)-3-fluorophenoxy)isonicotinic acid